OCC=1C=C(C=CC1)C1=C(C=C(C=C1)C(=O)N)C 3'-(hydroxymethyl)-2-methyl-[1,1'-biphenyl]-4-carboxamide